BrC1=C(C=C(C(=C1F)C(C)(C)C)F)O 2-bromo-4-tert-butyl-3,5-difluorophenol